D-Aspartic Acid N[C@H](CC(=O)O)C(=O)O